C(#N)C1=NC=CC(=C1)CNC(C1=CN=CC(=C1N1C[C@]2(CCN2)CC1)C1=CC(=CC(=C1)F)F)=O N-[(2-cyano-4-pyridyl)methyl]-4-{(S)-1,6-diaza-6-spiro[3.4]octyl}-5-(3,5-difluorophenyl)nicotinamide